C(C1=CC=CC=C1)=CC(=O)[O-].[Mo+4].C(C1=CC=CC=C1)=CC(=O)[O-].C(C1=CC=CC=C1)=CC(=O)[O-].C(C1=CC=CC=C1)=CC(=O)[O-] molybdenum benzalacetate